tert-butyl 4-methyl 5-(2-(4-(trifluoromethyl)phenyl)butanamido)-3-methylthiophene-2,4-dicarboxylate FC(C1=CC=C(C=C1)C(C(=O)NC1=C(C(=C(S1)C(=O)OC(C)(C)C)C)C(=O)OC)CC)(F)F